OCC1CCNCC1 p-hydroxymethylpiperidine